N-ethyl-2-methoxy-5-[3-[4-(trifluoromethyl)phenyl]sulfanylpyrazin-2-yl]benzenesulfonamide C(C)NS(=O)(=O)C1=C(C=CC(=C1)C1=NC=CN=C1SC1=CC=C(C=C1)C(F)(F)F)OC